OC=1C=C(CC(NC)C)C=CC1O 3,4-Dihydroxy-N-methylamphetamine